4-((4-((4,4-difluoropiperidin-1-yl)methyl)benzyl)thio)-2-(2,6-dioxopiperidin-3-yl)-6-fluoroisoindoline-1,3-dione FC1(CCN(CC1)CC1=CC=C(CSC2=C3C(N(C(C3=CC(=C2)F)=O)C2C(NC(CC2)=O)=O)=O)C=C1)F